ClC1=NC(=CC(=C1)C=1C(=NN2C1N=C(C=C2)C(=O)NC2CCNCC2)C2=CC(=CC=C2)C#N)C 3-(2-chloro-6-methyl-4-pyridinyl)-2-(3-cyanophenyl)-N-(4-piperidinyl)pyrazolo[1,5-a]pyrimidine-5-carboxamide